2-amino-1-(2-carboxylatoethyl)pyridin-1-ium NC1=[N+](C=CC=C1)CCC(=O)[O-]